4-methoxytetrahydrofuran-3-amine COC1C(COC1)N